2'-Methoxy-6-methyl-2-oxo-2H-[1,4'-bipyridine]-3-carboxylic acid COC1=NC=CC(=C1)N1C(C(=CC=C1C)C(=O)O)=O